1-{3-[(tert-butoxycarbonyl)(methyl)amino]propyl}-3-[3-(1-naphthyloxy)propyl]-1H-indole-2-carboxylate C(C)(C)(C)OC(=O)N(CCCN1C(=C(C2=CC=CC=C12)CCCOC1=CC=CC2=CC=CC=C12)C(=O)[O-])C